tert-butyl 3-(1-cyano-1-(4-fluorophenyl)-2-hydroxyethyl)pyrrolidine-1-carboxylate C(#N)C(CO)(C1=CC=C(C=C1)F)C1CN(CC1)C(=O)OC(C)(C)C